C1(=CC=CC=C1)P(C1=CC=C(C=C1)C(C)(C)C)=O phenyl-(4-t-butylphenyl)phosphine oxide